OC=1C=C2C(=C([C@H](OC2=CC1)C1=CC=C(OCCC2CC(C2)C(=O)O)C=C1)C1=CC(=CC=C1)O)C (R)-3-(2-(4-(6-hydroxy-3-(3-hydroxyphenyl)-4-methyl-2H-chromen-2-yl)phenoxy)ethyl)cyclobutane-1-carboxylic acid